tert-butyl 4-((4-(1-(2,6-dioxopiperidin-3-yl)-3-methyl-2-oxo-2,3-dihydro-1H-benzo[d]imidazol-4-yl) piperidin-1-yl)methyl)-4-fluoropiperidine-1-carboxylate O=C1NC(CCC1N1C(N(C2=C1C=CC=C2C2CCN(CC2)CC2(CCN(CC2)C(=O)OC(C)(C)C)F)C)=O)=O